COC=1C(=CC2=C(N=CN2)C1)NC(C1=C(C(=CC=C1)C(F)(F)F)Cl)=O N-(6-methoxy-3H-benzoimidazol-5-yl)-2-chloro-3-trifluoromethyl-benzamide